C(C)(C)(C)OC(C1=C(C(=CC=C1)C[C@@H](B1OC2(C3C(C(CC2O1)C3)(C)C)C)NC(CC[C@@H]3CC[C@H](CC3)NC(=O)OC(C)(C)C)=O)OC)=O 3-((2R)-2-(3-(trans-4-(tert-butoxycarbonylamino)cyclohexyl)propanamido)-2-(2,9,9-trimethyl-3,5-dioxa-4-bora-tricyclo[6.1.1.02,6]dec-4-yl)ethyl)-2-methoxybenzoic acid tert-butyl ester